C[C@@]1(C(N(CC1)C=1C=2N(N=CC1)C=C(C2)C=2C=NN(C2)C)=O)C#N (3S)-3-methyl-1-[6-(1-methylpyrazol-4-yl)pyrrolo[1,2-b]pyridazin-4-yl]-2-oxopyrrolidine-3-carbonitrile